4-(4-fluorophenyl)-1-[6-(2-hydroxyphenyl)pyridazin-4-yl]-N-methyl-N-(piperidin-4-yl)piperidine-4-carboxamide FC1=CC=C(C=C1)C1(CCN(CC1)C1=CN=NC(=C1)C1=C(C=CC=C1)O)C(=O)N(C1CCNCC1)C